O1CCN(CC1)C1=NC(=C2N=CN(C2=N1)N)NC1=CC=NC=C1 2-morpholino-N6-(pyridin-4-yl)-9H-purin-6,9-diamine